CC1=NC2=C(C=CC=C2C=C1)C 2,8-dimethylquinolin